(1-(2-methoxyethoxy)propane) erbium [Er].COCCOCCC